O=C1CC(C1)C1=CC(=NC=C1)C#N 4-(3-Oxocyclobutyl)pyridinecarbonitrile